3,6-Dimethylbenzene CC=1C=CC(=CC1)C